The molecule is a docosanoid anion that is the conjugate base of (7Z,13Z,16Z,19Z)-10,11-epoxydocosatetraenoic acid, obtained by deprotonation of the carboxy group; major species at pH 7.3. It is a docosanoid anion and a long-chain fatty acid anion. It derives from a (7Z,10Z,13Z,16Z,19Z)-docosapentaenoate. It is a conjugate base of a (7Z,13Z,16Z,19Z)-10,11-epoxydocosatetraenoic acid. CC/C=C\\C/C=C\\C/C=C\\CC1C(O1)C/C=C\\CCCCCC(=O)[O-]